methyl 6-chloro-3-(3-(4-chloro-3,5-dimethylphenoxy)propyl)-1-methyl-7-(1,3,5-trimethyl-1H-pyrazol-4-yl)-1H-indole-2-carboxylate ClC1=CC=C2C(=C(N(C2=C1C=1C(=NN(C1C)C)C)C)C(=O)OC)CCCOC1=CC(=C(C(=C1)C)Cl)C